FC1=CC=C(C=C1)C1=CC2=C(N=C3N(C2=S)CCC3)O1 2-(4-fluorophenyl)-7,8-dihydrofuro[2,3-D]pyrrolo[1,2-a]pyrimidin-4(6H)-thione